6-amino-4-oxa-6-azaspiro[2.5]octan-5-one NN1C(OC2(CC2)CC1)=O